C(C)N(C1=C(C=CC(=C1)NCC1=CC=C(C=C1)C(F)(F)F)NC(CCCCCCC)=O)CC N-(2-(diethylamino)-4-((4-(trifluoromethyl)benzyl)amino)phenyl)octanamide